CC1=C(C(=C(C2=NC3=CC=CC=C3N=C12)C)C)C tetramethyl-phenazine